NC1=C(C(=O)O)C=CC=C1N1CC2(C1)CN(C2)C2=C(C=CC=C2)N 2-amino-3-(6-(2-aminophenyl)-2,6-diazaspiro[3.3]heptan-2-yl)benzoic acid